(5-(cyclobut-1-en-1-yl)pyridin-2-yl)methanol C1(=CCC1)C=1C=CC(=NC1)CO